CC=1OC2=CC=CC=C2C(C1)=O methyl-4-oxo-chromen